5-[2,5-difluoro-4-(3-methyl-1H-1,2,4-triazol-1-yl)phenyl]-N-methyl-N-(2,2,6,6-tetramethylpiperidin-4-yl)pyrazin-2-amin FC1=C(C=C(C(=C1)N1N=C(N=C1)C)F)C=1N=CC(=NC1)N(C1CC(NC(C1)(C)C)(C)C)C